O1CC2=C3C(OCCOB13)=CC(=C2)NC2=NC=C(C(=N2)N[C@H]2[C@@H](CCC2)C#N)C (trans)-2-((2-((7,8-dihydro-2H-1,6,9-trioxa-9a-borabenzo[cd]azulen-4-yl)amino)-5-methylpyrimidin-4-yl)amino)cyclopentane-1-carbonitrile